7-bromoimidazo[1,2-a]pyridine-3-sulfonyl chloride BrC1=CC=2N(C=C1)C(=CN2)S(=O)(=O)Cl